hexaethylene glycol perfluoroethyl ether FC(C(F)(F)F)(F)OCCOCCOCCOCCOCCOCCO